Dimethylzirconium [2',2'''-(pyridine-2,6-diyl)bis(3,5-bis(2-phenylpropan-2-yl)-[1,1'-biphenyl]-2-olate)] N1=C(C=CC=C1C1=C(C=CC=C1)C=1C(=C(C=C(C1)C(C)(C)C1=CC=CC=C1)C(C)(C)C1=CC=CC=C1)[O-])C1=C(C=CC=C1)C=1C(=C(C=C(C1)C(C)(C)C1=CC=CC=C1)C(C)(C)C1=CC=CC=C1)[O-].C[Zr+2]C